N'-[4-({5-[(E)-3-(dimethylamino)prop-2-enoyl]-2-methyl-1,3-thiazol-4-yl}oxy)-3-methylnaphthalen-1-yl]-N,N-dimethylmethanimidamide CN(/C=C/C(=O)C1=C(N=C(S1)C)OC1=C(C=C(C2=CC=CC=C12)N=CN(C)C)C)C